(2R)-2-methyl-N-{2-[1-(1,2,3-thiadiazol-4-ylmethyl)piperidin-4-yl]ethyl}-4-(3,4,5-trifluorophenyl)piperazine-1-carboxamide C[C@H]1N(CCN(C1)C1=CC(=C(C(=C1)F)F)F)C(=O)NCCC1CCN(CC1)CC=1N=NSC1